ethyl 4-(2-fluorophenyl)-4-hydroxybut-2-ynoate FC1=C(C=CC=C1)C(C#CC(=O)OCC)O